N[C@@H]1CC[C@H](CC1)O[C@H](CO)C (S)-2-((trans-4-Aminocyclohexyl)oxy)propan-1-ol